Ethyl-{[1-phenyl-5-(3,4,5-trimethoxyphenyl)-1H-pyrazol-3-yl]oxy} acetat C(C)(=O)OOC1=NN(C(=C1CC)C1=CC(=C(C(=C1)OC)OC)OC)C1=CC=CC=C1